BrC=1C(=NC(=NC1)NS(=O)(=O)C1=CC=CC=C1)Cl N-(5-bromo-4-chloro-pyrimidin-2-yl)benzenesulfonamide